tert-butyl (4-(2-((6-(pyridazin-4-yl)-1-(tetrahydro-2H-pyran-2-yl)-1H-indazol-4-yl)amino)ethoxy)butyl)carbamate N1=NC=C(C=C1)C1=CC(=C2C=NN(C2=C1)C1OCCCC1)NCCOCCCCNC(OC(C)(C)C)=O